BrC1=C2CCCC(C2=CC=C1)=O 5-bromo-1,2,3,4-tetrahydronaphthalen-1-one